CCN(CC)CCCNC N,N-diethyl-N'-methyl-1,3-propanediamine